ethyl (1-{2,6-difluoro-4-[4-(3-methoxy-propoxy)-6-methyl-pyrimidin-2-yl]-phenyl}-piperidin-4-yl)-acetate FC1=C(C(=CC(=C1)C1=NC(=CC(=N1)OCCCOC)C)F)N1CCC(CC1)CC(=O)OCC